C(C)(C)(C)OC(=O)N1C(CC1)C=1C=NC(=CC1)Cl (6-Chloropyridin-3-yl)azetidine-1-carboxylic acid tert-butyl ester